(7-Bromo-2-(4'-fluoro-2'-(4-methyl-4H-1,2,4-triazol-3-yl)-[1,1'-biphenyl]-3-yl)benzo[d]oxazol-5-yl)methanol BrC1=CC(=CC=2N=C(OC21)C=2C=C(C=CC2)C2=C(C=C(C=C2)F)C2=NN=CN2C)CO